BrC=1C(=C(C=C(C1)Cl)N1C[C@](CC1)(C(NC1CC1)=O)NC(OC(C)(C)C)=O)CN1C2=NC=NC(=C2N=C1)NC(=O)OC(C)(C)C tert-butyl (R)-(1-(3-bromo-2-((6-((tert-butoxycarbonyl)amino)-9H-purin-9-yl)methyl)-5-chlorophenyl)-3-(cyclopropylcarbamoyl)pyrrolidin-3-yl)carbamate